C(C1=CC=CC=C1)OC1=NC(=CC=C1N1C(C(C2=C(C=CC=C12)CC(=O)O)(C)C)=O)OCC1=CC=CC=C1 [1-[2,6-bis(benzyloxy)pyridin-3-yl]-3,3-dimethyl-2-oxoindol-4-yl]acetic acid